2-bromo-5-((4-(((trans)-2-cyanocyclohexyl)amino)-5-methylpyrimidin-2-yl)amino)-3-(hydroxymethyl)benzonitrile BrC1=C(C#N)C=C(C=C1CO)NC1=NC=C(C(=N1)N[C@H]1[C@@H](CCCC1)C#N)C